ClC1=NC(=CC(=C1C#N)C1=CC(=C(C=C1)NS(=O)(=O)C(F)F)OCC1=CC=C(C=C1)F)C N-(4-(2-Chloro-3-cyano-6-methylpyridin-4-yl)-2-((4-fluorophenyl)methoxy)phenyl)-1,1-difluoromethanesulfonamide